1-N'-[5-fluoro-6-[7-methoxy-6-[3-(2-methoxyethyl)-1,2,4-oxadiazol-5-yl]quinolin-4-yl]oxypyridin-3-yl]-1-N-(4-fluorophenyl)cyclopropane-1,1-dicarboxamide FC=1C=C(C=NC1OC1=CC=NC2=CC(=C(C=C12)C1=NC(=NO1)CCOC)OC)NC(=O)C1(CC1)C(=O)NC1=CC=C(C=C1)F